(E)-6-(p-methoxybenzylidene)benzo[d][1,3]dioxin-5(6H)-one COC1=CC=C(\C=C/2\C(C3=C(OCOC3)C=C2)=O)C=C1